1,3-bis(4-methylphenyl)-2-(4-pyridyl)-1,2,3,6-tetrahydropyrimidine-4,5-dicarboxylic acid methyl ester COC(=O)C=1N(C(N(CC1C(=O)O)C1=CC=C(C=C1)C)C1=CC=NC=C1)C1=CC=C(C=C1)C